2-((2-(1-((3-(3-Amino-6-methoxypyridin-2-yl)propyl)(tert-butoxycarbonyl)-amino)ethyl)-4-fluorophenyl)amino)-5-fluoro-4-(trifluoromethyl)benzoic acid NC=1C(=NC(=CC1)OC)CCCN(C(C)C1=C(C=CC(=C1)F)NC1=C(C(=O)O)C=C(C(=C1)C(F)(F)F)F)C(=O)OC(C)(C)C